2-(3-(6-(benzo[b]thiophen-6-yl)-7-chloro-2-oxo-1,2-dihydroquinolin-3-yl)phenyl)acetic acid S1C2=C(C=C1)C=CC(=C2)C=2C=C1C=C(C(NC1=CC2Cl)=O)C=2C=C(C=CC2)CC(=O)O